C(C1=CC=CC=C1)OC[C@H](COCCC(=O)OC(C)(C)C)NC(=O)OC(C)(C)C tert-butyl (S)-3-(3-(benzyloxy)-2-((tert-butoxycarbonyl)amino)propoxy)propanoate